(((5,5-difluoro-2,2-dimethoxy-1-methylcyclohexyl)oxy)methyl)benzene FC1(CCC(C(C1)(C)OCC1=CC=CC=C1)(OC)OC)F